5-[1-(1-Ethoxyethoxy)ethyl]-4-methyl-2,4-dihydro-3H-1,2,4-triazol-3-one C(C)OC(C)OC(C)C=1N(C(NN1)=O)C